C(C)(C)N ISOPROPYLAMIN